C(C)(C)(C)OC(=O)C1=CC(=C(C(=O)O)C(=C1)F)F 4-(tert-butoxycarbonyl)-2,6-difluorobenzoic acid